OC1=C(C=C2N(=C3C=CC(=CC3=N(C2=C1)=O)S(=O)(=O)O)=O)OC 8-hydroxy-7-methoxy-5,10-dioxo-5λ5,10λ5-phenazine-2-sulfonic acid